6-(3-(Azetidin-1-yl)phenyl)-2-benzylphthalazin-1(2H)-one N1(CCC1)C=1C=C(C=CC1)C=1C=C2C=NN(C(C2=CC1)=O)CC1=CC=CC=C1